(2R)-N-{4-[7-(2,2-Difluoroethoxy)-5-fluoro-3-(pyridin-2-yl)-1H-pyrrolo[3,2-b]pyridin-2-yl]pyridin-2-yl}-4,4-difluoro-2-(4-fluorophenyl)butanamid FC(COC1=C2C(=NC(=C1)F)C(=C(N2)C2=CC(=NC=C2)NC([C@H](CC(F)F)C2=CC=C(C=C2)F)=O)C2=NC=CC=C2)F